3-(2-ethoxy-2-oxo-ethyl)-2-oxo-benzimidazole-1-carboxylic acid tert-butyl ester C(C)(C)(C)OC(=O)N1C(N(C2=C1C=CC=C2)CC(=O)OCC)=O